lithium magnesium silicate sodium salt [Na+].[Si]([O-])([O-])([O-])[O-].[Mg+2].[Li+]